C(C)(=O)O.CC(C(=O)N)NC(=O)OCC1C2=CC=CC=C2C=2C=CC=CC12 methyl-(2-((((9H-fluoren-9-yl)methoxy)carbonyl)amino)acetamide) acetate